5-[(1R,5S,6S)-6-({[6-(trifluoromethyl)pyridin-2-yl]oxy}methyl)-3-azabicyclo[3.1.0]-hexane-3-carbonyl]pyrazine-2-carbohydrazide FC(C1=CC=CC(=N1)OCC1[C@H]2CN(C[C@@H]12)C(=O)C=1N=CC(=NC1)C(=O)NN)(F)F